ClC=1C(C2=C(C=CC(=C2C(C1Cl)=O)O)O)=O 2,3-dichloro-5,8-dihydroxy-1,4-naphthalenedione